6-chloro-10-methyl-1-(6-methyl-4-(trifluoromethyl)pyridin-2-yl)-1,3a,4,5,10,11a-hexahydro-2H-benzo[b]pyrrolo[2,3-f][1,4]diazocin-2,11(3H)-dion ClC1=CC=CC2=C1NCC1C(C(N2C)=O)N(C(C1)=O)C1=NC(=CC(=C1)C(F)(F)F)C